3-((2,2-dimethyl-1,3-dioxolan-4-yl)methoxy)propionic acid (S)-4-nitrophenyl ester [N+](=O)([O-])C1=CC=C(C=C1)OC(CCOCC1OC(OC1)(C)C)=O